(1R,3S)-N-((2R,3S)-3-(benzyloxy)-1-oxobutan-2-yl)-1-(3-bromo-4-fluorobenzyl)-3-(methylsulfonamido)cyclopentane-1-carboxamide C(C1=CC=CC=C1)O[C@H]([C@H](C=O)NC(=O)[C@@]1(C[C@H](CC1)NS(=O)(=O)C)CC1=CC(=C(C=C1)F)Br)C